N[C@H](C(=O)NC)CSC(C1=CC=CC=C1)(C1=CC=CC=C1)C1=CC=CC=C1 (R)-2-amino-N-methyl-3-(tritylthio)propionamide